CCCCCCCCCCCCNCCCCCCCCCCCC di-N-dodecylamine